C(CCCCC)C1CC2CC=CC1C2 7-hexylbicyclo[3.2.1]oct-2-ene